ClC1=NN2C(N=C(C=C2C2=CC=C(C=C2)F)C)=C1C(=O)O 2-chloro-7-(4-fluorophenyl)-5-methylpyrazolo[1,5-a]Pyrimidine-3-carboxylic acid